((4-(dimethylamino)-1-(2-(3-methoxyphenethyl)phenoxy)butan-2-yl)oxy)-3,3-difluoro-4-oxobutanoic acid CN(CCC(COC1=C(C=CC=C1)CCC1=CC(=CC=C1)OC)OC(C(=O)O)C(C=O)(F)F)C